mono-(2-diethylamino-ethyl) succinate C(CCC(=O)[O-])(=O)OCCN(CC)CC